2-((1-(4-Cyano-2-(4-(4-fluorophenyl)piperazin-1-yl)-6-methylquinolin-8-yl)ethyl)amino)benzoic acid C(#N)C1=CC(=NC2=C(C=C(C=C12)C)C(C)NC1=C(C(=O)O)C=CC=C1)N1CCN(CC1)C1=CC=C(C=C1)F